(3R)-3-amino-7-(5-tert-butyl-1,3,4-oxadiazol-2-yl)-8-fluoro-5-[(4-methoxyphenyl)methyl]-1,1-dioxo-2,3-dihydro-1λ6,5-benzothiazepin-4-one N[C@H]1CS(C2=C(N(C1=O)CC1=CC=C(C=C1)OC)C=C(C(=C2)F)C=2OC(=NN2)C(C)(C)C)(=O)=O